ClC1=CC=CC(=N1)NC(=O)[C@H]1N(C[C@](C1)(C)F)C(=O)OC(C)(C)C (2S,4R)-tert-butyl 2-((6-chloropyridin-2-yl)carbamoyl)-4-fluoro-4-methylpyrrolidine-1-carboxylate